6-[4-(4-ethylpiperazin-1-yl)-5,6-difluoro-8-(methylamino)-9H-pyrido[2,3-b]indol-3-yl]-1-methyl-4-oxo-1,8-naphthyridine-3-carboxylic acid C(C)N1CCN(CC1)C1=C(C=NC=2NC3=C(C=C(C(=C3C21)F)F)NC)C=2C=C1C(C(=CN(C1=NC2)C)C(=O)O)=O